3-[5-amino-8-(2,6-dimethyl-4-pyridinyl)-3-oxo-7-phenyl-[1,2,4]triazolo[4,3-c]pyrimidin-2-yl]propionitrile NC1=NC(=C(C=2N1C(N(N2)CCC#N)=O)C2=CC(=NC(=C2)C)C)C2=CC=CC=C2